BrC1=C(CNC(OC(C)(C)C)=O)C=CC(=C1F)Cl tert-butyl (2-bromo-4-chloro-3-fluorobenzyl)carbamate